4-(Benzylmethoxy)nicotinic acid methyl ester COC(C1=CN=CC=C1OCCC1=CC=CC=C1)=O